CSC1=CC=C(/C=C/Br)C=C1 (E)-4-methylsulfanyl-beta-bromostyrene